N1(CCNCC1)C=1OC=CN1 piperazinyl-oxazole